3,4-dimethylbenzylamine hydroiodide I.CC=1C=C(CN)C=CC1C